CNC1=CC=C(C=C1)CN1CCCCC1 methyl-(4-piperidinomethylaniline)